NC1=NC=2C=CC(=CC2C2=C1COC2)C(=O)N2C(COCC2)C2=CC1=C(N=CS1)C=C2 (4-amino-1,3-dihydrofuro[3,4-c]quinolin-8-yl)(3-(benzothiazol-6-yl)morpholinyl)methanone